1-ethyl-3-methylimidazole-N-methylsulfonylmethyleneimine CS(=O)(=O)N=C.C(C)N1CN(C=C1)C